6''-O-acetyl-genistin C(C)(=O)OC[C@@H]1[C@H]([C@@H]([C@H]([C@H](OC=2C=C(C=3C(C(=COC3C2)C2=CC=C(O)C=C2)=O)O)O1)O)O)O